C1(=CC=CC=C1)[C@@H](C#C)O (1R)-1-phenylprop-2-yn-1-ol